((1s,4s)-4-((5-(imidazo[1,2-b]pyridazin-6-yl)-4-(methylamino)-7H-pyrrolo[2,3-d]pyrimidin-2-yl)amino)cyclohexyl)(pyrrolidin-1-yl)methanone N=1C=CN2N=C(C=CC21)C2=CNC=1N=C(N=C(C12)NC)NC1CCC(CC1)C(=O)N1CCCC1